tert-butyl 7-{[7-oxo-6-(propan-2-yl)-4H,5H,6H,7H,8H-pyrazolo[1,5-d][1,4]diazepin-2-yl] amino}-1,2,3,4-tetrahydro-2,6-naphthyridine-2-carboxylate O=C1N(CCC=2N(C1)N=C(C2)NC2=NC=C1CCN(CC1=C2)C(=O)OC(C)(C)C)C(C)C